OC1=CC2=C(C(=C(CCC2)C2=NC=CC=C2)C2=CC=C(C=C2)N2CCC(CC2)CN2CCN(CC2)C=2C=C3CN(C(C3=CC2)=O)[C@@H]2C(NC(CC2)=O)=O)C=C1 (S)-3-(5-(4-((1-(4-(3-hydroxy-8-(pyridin-2-yl)-6,7-dihydro-5H-benzo[7]annulen-9-yl)phenyl)piperidin-4-yl)methyl)piperazin-1-yl)-1-oxoisoindolin-2-yl)piperidine-2,6-dione